NC1=CC(=C(OC2=C3C(=NC=C2)N(C=C3C=3C=C(C(=O)N(C)C)C=CC3)COCC[Si](C)(C)C)C(=C1)F)F 3-[4-(4-amino-2,6-difluorophenoxy)-1-{[2-(trimethylsilyl)ethoxy]methyl}-1H-pyrrolo[2,3-b]pyridin-3-yl]-N,N-dimethylbenzamide